[Cl-].C(OC)(OCC(C)C)=O methyl isobutyl carbonate chloride